ClCC=1C(=NC=CC1)C 3-(chloromethyl)-2-methylpyridine